ClC1(OC(OC1(F)Cl)(F)F)F 4,5-dichloro-4,5-difluoro-2,2-difluoro-1,3-dioxolane